CC1(C(C1)CC1C(C2(CC2C1)C)(C)C)CO {1-methyl-2-[(1,2,2-trimethylbicyclo[3.1.0]hex-3-yl)methyl]cyclopropyl}methanol